1-methyl-1,8-naphthyridin CN1CC=CC2=CC=CN=C12